4-(3-iodo-2,5-dimethyl-1H-pyrrol-1-yl)benzonitrile IC1=C(N(C(=C1)C)C1=CC=C(C#N)C=C1)C